NOCCCCCCCCCCCCCCCCCCCCCCCC tetracosanyl amino ether